4-(3-Hydroxypropoxy)piperidine-1-carboxylate OCCCOC1CCN(CC1)C(=O)[O-]